N1C(NC2=C1C=CC(=C2)C2(NC(=NC=C2F)NC=2C=CC(=NC2)C2CNCCO2)N)=O 4-(benzimidazolin-2-one-5-yl)-N2-((2-morpholinyl)pyridin-5-yl)-5-fluoropyrimidine-2,4-diamine